C(C)(C)(C)N(C(O)=O)CCCCN1C/C(/C(CC1)C(=O)C=1NC2=CC=CC=C2C1)=C/C.C(C)(C)(C)C1=CC=C(C=C1)N=NN 4-t-butylphenyl-triazene tert-butyl-{4-[(3E)-3-ethylidene-4-(1H-indol-2-ylcarbonyl)piperidin-1-yl]butyl}carbamate